6-[5-[(1S)-1-[[6,8-bis(trifluoromethyl)-4-quinolyl]amino]ethyl]-1,2,4-triazol-1-yl]pyridine-3-carbonitrile FC(C=1C=C2C(=CC=NC2=C(C1)C(F)(F)F)N[C@@H](C)C1=NC=NN1C1=CC=C(C=N1)C#N)(F)F